2H-pyran-4-carbonyl chloride O1CC=C(C=C1)C(=O)Cl